tert-butyl ((2S)-1-(methoxy(methyl)amino)-3-(2-(4-methoxybenzyl)-1,1-dioxidoisothiazolidin-5-yl)-1-oxopropan-2-yl)carbamate CON(C([C@H](CC1CCN(S1(=O)=O)CC1=CC=C(C=C1)OC)NC(OC(C)(C)C)=O)=O)C